N1C(=NC=2C1=NC1=CC=CC=C1N2)N2N=CC=C2 1-(1H-Imidazo[4,5-b]quinoxalin-2-yl)-1H-pyrazole